1,2,3,7,8,9-hexachlorodibenzofuran ClC1=C(C(=CC=2OC3=C(C21)C(=C(C(=C3)Cl)Cl)Cl)Cl)Cl